C1(=CC=CC=C1)NC=1N=CC2=C(N1)OC=C2 N-phenylfuro[2,3-d]pyrimidin-2-amine